3,4-dichloro-8-(5-methoxypyrimidine-2-carbonyl)-2,9-dimethyl-2,5,6,7,8,9-hexahydro-1H-pyrrolo[3,2-c:4,5-c']dipyridin-1-one ClC1=C(C2=C(C(N1C)=O)C=1C(N(CCC1N2)C(=O)C2=NC=C(C=N2)OC)C)Cl